O.S(=O)(=O)(O)CCS(=O)(=O)O.CN(C/C=C/C(=O)N1C[C@H](CC1)OC(=O)N1CCCCC1)C.N1(CCCCC1)C(=O)O[C@@H]1CN(CC1)C(\C=C\CN(C)C)=O.O piperidine-1-carboxylic acid [(3S)-1-[(E)-4-(dimethylamino) but-2-enoyl] pyrrolidin-3-yl] ester hemiedisylate salt hydrate